C=12NC3=CC=NC(C=4C=NNC4OCCCN4N=CC(=CN1)C4=C2)=N3 13-oxa-2,6,10,11,17,18,22,25-octazapentacyclo[15.5.2.13,7.08,12.020,24]pentacosa-1(22),3,5,7(25),8(12),9,18,20,23-nonaene